The molecule is an oxo monocarboxylic acid anion that is the a dianion resulting from the carboxy group and the beta-keto-enol group of 3-farnesyl-6-hydroxy-2,3,5-trimethyl-4-oxocyclohexa-1,5-diene-1-carboxylic acid; major species at pH 7.3. It is a conjugate base of a (3R)-farnesyl-6-hydroxy-2,3,5-trimethyl-4-oxocyclohexa-1,5-diene-1-carboxylic acid. CC1=C(C(=C([C@@](C1=O)(C)C/C=C(\\C)/CC/C=C(\\C)/CCC=C(C)C)C)C(=O)[O-])[O-]